(4-hydroxyphenyl)(6-methoxy-2-(4-methoxyphenyl)benzothiophen-3-yl)methanone bis(7-methyloctyl)benzene-1,2-dicarboxylate CC(CCCCCCOC(=O)C=1C(=CC=CC1)C(=O)OCCCCCCC(C)C)C.OC1=CC=C(C=C1)C(=O)C1=C(SC2=C1C=CC(=C2)OC)C2=CC=C(C=C2)OC